3-methyl-2-[2-[(3R,4s)-4-methoxytetrahydrofuran-3-yl]pyrazolo[3,4-b]pyridin-6-yl]-5-(trifluoromethyl)phenol CC=1C(=C(C=C(C1)C(F)(F)F)O)C=1C=CC=2C(N1)=NN(C2)[C@@H]2COC[C@H]2OC